1-(7-(8-ethyl-7-fluoro-3-(methoxymethoxy)naphthalen-1-yl)-2-((hexahydro-1H-pyrrolizin-7a-yl)methoxy)-5,6,7,8-tetrahydropyrido[3,4-d]pyrimidin-4-yl)-3-methylpiperidin-3-ol C(C)C=1C(=CC=C2C=C(C=C(C12)N1CC=2N=C(N=C(C2CC1)N1CC(CCC1)(O)C)OCC12CCCN2CCC1)OCOC)F